(4aR,8aS)-6-[3-[3-(2,4-Dichlorophenyl)-1,2,4-oxadiazol-5-yl]azetidine-1-carbonyl]-4,4a,5,7,8,8a-hexahydropyrido[4,3-b][1,4]oxazin-3-one ClC1=C(C=CC(=C1)Cl)C1=NOC(=N1)C1CN(C1)C(=O)N1C[C@@H]2[C@@H](OCC(N2)=O)CC1